tert-butyl 3-(3-chloroquinoxalin-2-yl)-3,6-diazabicyclo[3.1.1]heptane-6-carboxylate ClC=1C(=NC2=CC=CC=C2N1)N1CC2N(C(C1)C2)C(=O)OC(C)(C)C